(5-fluoro-6-isopropoxypyridin-3-yl)methylamine hydrochloride Cl.FC=1C=C(C=NC1OC(C)C)CN